isobutyric acid (3S,6S,7R,8R)-8-phenyl-3-[3-[(isobutyroyloxy) methoxy]-4-methoxypyridinoylamino]-6-methyl-4,9-dioxo-1,5-dioxonon-7-yl ester C1(=CC=CC=C1)[C@H]([C@H]([C@@H](C(C([C@H](CC=O)NC(=O)C1=NC=CC(=C1OCOC(C(C)C)=O)OC)=O)=O)C)OC(C(C)C)=O)C=O